1-{[5-methyl-3-(trifluoromethyl)-1H-pyrazol-1-yl]Acetyl-piperidin-4-yl}-N-[(1R)-1,2,3,4-tetrahydronaphthalen-1-yl]-1,3-thiazole-4-carboxamide CC1=CC(=NN1CC(=O)N1CCC(CC1)S1C=NC(=C1)C(=O)N[C@@H]1CCCC2=CC=CC=C12)C(F)(F)F